palladium (II) 1,1'-binaphthyl C1(=CC=CC2=CC=CC=C12)C1=CC=CC2=CC=CC=C12.[Pd+2]